2-iso-propyl-4,8-dimethylazulene C(C)(C)C1=CC2=C(C=CC=C(C2=C1)C)C